4-(4-(1-(4-((S)-2-(3-Chloro-4-cyanophenyl)-3-methyl-2,8-diazaspiro[4.5]decan-8-yl)benzoyl)piperidin-4-yl)piperazin-1-yl)-N-(2,6-dioxopiperidin-3-yl)-2-fluorobenzamide ClC=1C=C(C=CC1C#N)N1CC2(C[C@@H]1C)CCN(CC2)C2=CC=C(C(=O)N1CCC(CC1)N1CCN(CC1)C1=CC(=C(C(=O)NC3C(NC(CC3)=O)=O)C=C1)F)C=C2